2-fluorophenyl-molybdenum FC1=C(C=CC=C1)[Mo]